1-(2-carbonyl-1,2-dihydrobenzo[cd]indol-6-yl)-5-(trifluoromethyl)-N-(6-(trifluoromethyl)pyridazin-4-yl)-1H-pyrazole-4-carboxamide C(=O)=C1NC2=CC=C(C=3C2=C1C=CC3)N3N=CC(=C3C(F)(F)F)C(=O)NC3=CN=NC(=C3)C(F)(F)F